OC=1C(=NC=CC1CO)O dihydroxy-4-(hydroxymethyl)pyridine